trans-4-(((trans-4-(6-Cyano-5-methoxypyridin-2-yl)cyclohexyl)methyl)(3-(1-cyclopropyl-1H-pyrazol-4-yl)phenyl)carbamoyl)cyclohexylmethylcarbamate C(#N)C1=C(C=CC(=N1)[C@@H]1CC[C@H](CC1)CN(C(=O)[C@@H]1CC[C@H](CC1)CNC([O-])=O)C1=CC(=CC=C1)C=1C=NN(C1)C1CC1)OC